N-{3-[6-(trifluoromethyl)-1H-benzo[d]imidazol-2-yl]phenyl}-[2,5'-bipyrimidin]-2'-amine FC(C=1C=CC2=C(NC(=N2)C=2C=C(C=CC2)NC2=NC=C(C=N2)C2=NC=CC=N2)C1)(F)F